ClC=1N=CC2=C(N1)N(C(C2=C(C)C)=O)C2CCOCC2 2-chloro-5-(propan-2-ylidene)-7-(tetrahydro-2H-pyran-4-yl)-5,7-dihydro-6H-pyrrolo[2,3-d]pyrimidin-6-one